N-(2-ethylhexyl)-pyridine-4-carboxamide C(C)C(CNC(=O)C1=CC=NC=C1)CCCC